C([C@H]([C@@H]([C@@H]([C@H](COP(=O)(O)O)O)O)O)O)O The molecule is the 1-O-phospho derivative of galactitol. It has a role as an Escherichia coli metabolite. It is a galactitol derivative, an alditol 1-phosphate and a hexitol phosphate. It derives from a galactitol. It is a conjugate acid of a galactitol 1-phosphate(2-).